C(C)(=O)OC[C@@H]1CC=CC[C@@H]1C(OC)OC ((1R,6S)-6-(Dimethoxymethyl)cyclohex-3-en-1-yl)methyl acetate